6-(4-methoxybenzyl)-8-(morpholin-4-yl)-3-phenyl-2,6-dihydroimidazo[1,2-c]pyrido[2,3-e]pyrimidin-5(3H)-one COC1=CC=C(CN2C(N3C(C4=C2C=C(C=N4)N4CCOCC4)=NCC3C3=CC=CC=C3)=O)C=C1